C[Si](CCOCN1C=NC=2C(=NC=CC21)C(=O)[O-])(C)C 1-((2-(trimethylsilyl) ethoxy) methyl)-1H-imidazo[4,5-c]pyridine-4-carboxylate